C(CC)=[NH2+] propaniminium